C=1(C(=CC=C2C3=CC=CC=C3C12)O)O Biphenylenediol